tert-butyl (R,E)-(4-(((tert-butylsulfinyl)imino)methyl)pyridin-2-yl)carbamate C(C)(C)(C)[S@@](=O)\N=C\C1=CC(=NC=C1)NC(OC(C)(C)C)=O